4-Bromo-2-methylbenzo[d]oxazole-6-carbaldehyde BrC1=CC(=CC2=C1N=C(O2)C)C=O